NC1=NC=2C=CC(=CC2C2=C1C=NN2C)C(=O)N(N(C)C(=O)C2CC2)CC2=NC=C(C=C2)C=2C=NN(C2)C 4-amino-N'-(cyclopropanecarbonyl)-N',1-dimethyl-N-((5-(1-methyl-1H-pyrazol-4-yl)pyridin-2-yl)methyl)-1H-pyrazolo[4,3-c]quinoline-8-carbohydrazide